N=1C=2C(OCC1)=CN(CC2)S(=O)(=O)N pyrido[3,4-b][1,4]oxazine-6(7H)-sulfonamide